(2E,4E)-4-(acetoxyimino)-4-phenylbut-2-enoic acid ethyl ester C(C)OC(\C=C\C(\C1=CC=CC=C1)=N/OC(C)=O)=O